BrC=1C=C(CN2N=C(C=C2C(=O)N[C@H](C(=O)NC)CC2=CC(=CC=C2)Br)C2=CC(=CC=C2)Br)C=CC1 (S)-1-(3-bromobenzyl)-3-(3-bromophenyl)-N-(3-(3-bromophenyl)-1-(methylamino)-1-oxopropan-2-yl)-1H-pyrazole-5-carboxamide